2-([1,1'-biphenyl]-4-yl)-N-((4R,5S,7R,8R,9S,10R)-8,10-dihydroxy-7-(hydroxymethyl)-9-(4-(3,4,5-trifluorophenyl)-1H-1,2,3-triazol-1-yl)-1,6-dioxaspiro[4.5]decan-4-yl)acetamide C1(=CC=C(C=C1)CC(=O)N[C@@H]1CCO[C@]12O[C@@H]([C@@H]([C@@H]([C@H]2O)N2N=NC(=C2)C2=CC(=C(C(=C2)F)F)F)O)CO)C2=CC=CC=C2